OC1=C(C(=O)OC(CCCCC)CC)C=CC=C1 Ethylhexyl 2-hydroxybenzoat